C(C)C12N(N3N(N(CC(C1)C3)C2)CC)CC triethyl-tetraazaadamantane